(4-bromophenyl)-deuteromethane BrC1=CC=C(C=C1)C[2H]